C(#C)C1=NC(=C(C=C1C)C)C#C 2,6-diethynyl-3,5-dimethylpyridine